C(C)(C)(CC)C1=C(C=CC(=C1)C)O 2-tert-amyl-4-methylphenol